COC1=C(C=CC=C1)/C=C/C=N[C@@H](CCCNC(N)=N)C(=O)O [(2E)-3-(2-methoxyphenyl)prop-2-en-1-ylidene]-L-arginine